(R)-5-(Benzyloxy)-3-oxo-5,6-dihydro-3H-pyrrolo[1,2-c][1,2,3]oxadiazole C(C1=CC=CC=C1)O[C@@H]1C=C2N(NOC2=O)C1